3-fluoro-N-methyl-4-(piperazin-1-yl)benzamide hydrochloride Cl.FC=1C=C(C(=O)NC)C=CC1N1CCNCC1